ClC=1C=C2C(=NC1N)CCCO2 7-chloro-3,4-dihydro-2H-pyrano[3,2-b]pyridin-6-amine